N=1N=C(NC1)C(CC)([2H])N1C[C@]2(CCN3N=C(C=C32)C=3C=C(C(=NC3)N)C(F)(F)F)CC1 5-{(3R)-1-[1-(4H-1,2,4-triazol-3-yl)(1-2H)propyl]-5',6'-dihydrospiro[pyrrolidine-3,4'-pyrrolo[1,2-b]pyrazol]-2'-yl}-3-(trifluoromethyl)pyridin-2-amine